1-(2-chloropyrimidin-4-yl)-3-phenyl-1H-pyrazole-4-carbaldehyde ClC1=NC=CC(=N1)N1N=C(C(=C1)C=O)C1=CC=CC=C1